(2S,3aR,4R,5R,7S,8S,9R,9aS,12R)-2-fluoro-5-hydroxy-4,7,9,12-tetramethyl-3-oxo-7-vinyldecahydro-4,9a-propanocyclopenta[8]annulen-8-yl formate C(=O)O[C@@H]1[C@@](C[C@H]([C@]2([C@H]3[C@]([C@H]1C)(C[C@@H](C3=O)F)CC[C@H]2C)C)O)(C=C)C